C1(CC1)CS(=O)(=O)C1=C(C=C(C=C1)B1OC(C(O1)(C)C)(C)C)C 2-[4-(cyclopropylmethylsulfonyl)-3-methyl-phenyl]-4,4,5,5-tetramethyl-1,3,2-dioxaborolane